COC=1C=C(CN(C=2SC=C(N2)COCCN2CC(NCC2)=O)CC2=CC(=CC=C2)OC)C=CC1 4-(2-((2-(bis(3-methoxybenzyl)amino)thiazol-4-yl)methoxy)ethyl)piperazin-2-one